FC1=C(OC2=CC=C(C=C2)C=2OC3=CC=C(C=C3C(C2)=O)O)C=CC=C1 2-(4-(2-fluorophenoxy)phenyl)-6-hydroxy-4H-chromen-4-one